NCCC[Si](OCC)(OCC)C aminopropyl-methyldiethoxysilan